(6R)-17-Amino-12-[(1S)-1-(4-fluorophenyl)ethyl]-6-hydroxy-6,15-bis(trifluoromethyl)-19-oxa-3,4,12,18-tetrazatricyclo[12.3.1.12,5]nonadeca-1(18),2,4,14,16-pentaen-13-one NC1=CC(=C2C(N(CCCCC[C@@](C3=NN=C(C1=N2)O3)(C(F)(F)F)O)[C@@H](C)C3=CC=C(C=C3)F)=O)C(F)(F)F